Ethyl 6-bromoimidazo[1,5-a]pyridine-1-carboxylate BrC=1C=CC=2N(C1)C=NC2C(=O)OCC